C1(CC1)C(=O)N1C2CN(CC1CC2)C2=NC=NN1C2=CC(=C1)C=1C=NN(C1)[C@H]1COCC1 cyclopropyl(3-(6-(1-((R)-tetrahydrofuran-3-yl)-1H-pyrazol-4-yl)pyrrolo[2,1-f][1,2,4]triazin-4-yl)-3,8-diazabicyclo[3.2.1]octan-8-yl)methanone